tert-butyl (R)-3-((6-amino-4-((2-(2-fluorophenyl)pyridin-4-yl)amino)quinazolin-7-yl)oxy)pyrrolidine-1-carboxylate NC=1C=C2C(=NC=NC2=CC1O[C@H]1CN(CC1)C(=O)OC(C)(C)C)NC1=CC(=NC=C1)C1=C(C=CC=C1)F